1-(3'-(2-((3r,4r)-3-amino-4-hydroxypyrrolidin-1-yl)pyridin-4-yl)-3-chloro-5'-fluoro-2'-hydroxy-[1,1'-biphenyl]-4-yl)-3-methyl-1H-imidazol-2(3H)-one N[C@@H]1CN(C[C@H]1O)C1=NC=CC(=C1)C=1C(=C(C=C(C1)F)C1=CC(=C(C=C1)N1C(N(C=C1)C)=O)Cl)O